ClC1=CC=C2CCC(CC2=C1)N1C[C@H]([C@@H](C1)C)COC1=CC=C(C=C1)S(=O)(=O)C (3S,4S)-1-[7-chloro-1,2,3,4-tetrahydronaphthalen-2-yl]-3-[(4-methanesulfonylphenoxy)methyl]-4-methylpyrrolidine